FC(C(=O)[O-])(F)F.COC1=C(C=C(\C=C\2/CC(C\C(\C2=O)=C/C2=CC(=C(C=C2)OC)OC(F)(F)F)NC(=O)C2=[NH+]C=CC=C2)C=C1)OC(F)(F)F 2-((3,5-Bis((E)-4-methoxy-3-(trifluoromethoxy)benzylidene)-4-oxocyclohexyl)carbamoyl)pyridin-1-ium trifluoroacetate